(1R,2S)-N-(7-chloro-6-(1-((3S,4S)-4-hydroxy-3-methyltetrahydrofuran-3-yl)piperidin-4-yl)isoquinolin-3-yl)-2-ethoxycyclopropane-1-carboxamide ClC1=C(C=C2C=C(N=CC2=C1)NC(=O)[C@H]1[C@H](C1)OCC)C1CCN(CC1)[C@]1(COC[C@H]1O)C